(R)-2-(9-(4-fluorophenyl)-6-oxaspiro[4.5]decan-9-yl)-N-(2-(pyridin-4-yl)benzyl)ethylamine monomaleate C(\C=C/C(=O)O)(=O)O.FC1=CC=C(C=C1)[C@@]1(CCOC2(CCCC2)C1)CCNCC1=C(C=CC=C1)C1=CC=NC=C1